C(N)(OC=1SC(=C(C1C(NC=1N=NC(=CC1)OC)=O)CN(C)C)C1=C(C=C(C=C1)[N+](=O)[O-])CC1=C(C=CC=C1F)F)=O (2,6-difluorobenzyl)-[4-dimethylaminomethyl-3-(6-methoxypyridazin-3-ylcarbamoyl)-5-(4-nitrophenyl) thiophene-2-yl] carbamate